P(=O)(OCCN(C(CN(C(CNCC#C)=O)CC#C)=O)CC#C)(OCC[N+](C)(C)C)[O-] 2-(N-(prop-2-yn-1-yl)-2-(N-(prop-2-yn-1-yl)-2-(prop-2-yn-1-ylamino)acetamido)acetamido)ethyl (2-(trimethylammonio)ethyl) phosphate